C1(CC1)C1=NN(C=N1)C1CC2(CN(C2)C(=O)N2CC3(C2)CN(C3)CC3=C(C(=O)OC)C=CC=C3)C1 methyl 2-[[2-[6-(3-cyclopropyl-1,2,4-triazol-1-yl)-2-azaspiro[3.3]heptane-2-carbonyl]-2,6-diazaspiro[3.3]heptan-6-yl]methyl]benzoate